FC=1C=CC=C2C(=CNC12)CCN(CCC)C N-(2-(7-fluoro-1H-indol-3-yl)ethyl)-N-methylpropan-1-amine